C1(CC1)COC1=CC=C(C(=O)N)C=C1 4-(cyclopropylmethoxy)benzamide